3-(2-chloro-5-fluoropyrimidin-4-yl)-1H-indol-7-amine ClC1=NC=C(C(=N1)C1=CNC2=C(C=CC=C12)N)F